(1s,4s)-1-(hydroxymethyl)-2-azabicyclo[2.2.2]octan-3-one OCC12NC(C(CC1)CC2)=O